1-((3S,5R)-1-acryloyl-5-(methoxymethyl)pyrrolidin-3-yl)-3-((8-chloro-2,3-dihydro-1H-cyclopenta[c]cinnolin-7-yl)ethynyl)-5-(methylamino)-1H-pyrazole-4-carboxamide C(C=C)(=O)N1C[C@H](C[C@@H]1COC)N1N=C(C(=C1NC)C(=O)N)C#CC=1C(=CC=2C3=C(N=NC2C1)CCC3)Cl